4-(4-Aminopiperidin-1-yl)-7-(3-fluoro-4-methoxyphenyl)-1H-imidazo[4,5-c]pyridine NC1CCN(CC1)C1=NC=C(C2=C1N=CN2)C2=CC(=C(C=C2)OC)F